N-pentylpiperazine-1-carboximidamide C(CCCC)NC(=N)N1CCNCC1